5-(1H-imidazol-4-yl)-3-methyl-1-(2,2,2-trifluoroethyl)-1H-pyrazole N1C=NC(=C1)C1=CC(=NN1CC(F)(F)F)C